Cl.Cl.N1N=C(C=C1)C1=CC=C(C=C1)O 4-(1H-pyrazol-3-yl)phenol dihydrochloride